N-((6-bromo-2-methylpyridin-3-yl)methyl)-2-(tert-butyl)thiazole-5-carboxamide BrC1=CC=C(C(=N1)C)CNC(=O)C1=CN=C(S1)C(C)(C)C